C1(=CC=CC=C1)/C(=C\C1=CC=CC=C1)/C1=C(C=CC=C1)C1=C(C=CC=C1)P(C1=CC=CC=C1)C1=CC=CC=C1 (E)-(2'-(1,2-diphenylvinyl)-[1,1'-biphenyl]-2-yl)diphenylphosphine